ClC1=C(C=C(C=C1)NC(C1=CC=C(C=C1)/C=N/NC(=O)C1=NC=CC=C1)=O)C(F)(F)F (E)-N-(4-chloro-3-(trifluoromethyl)phenyl)-4-((2-pyridineformylhydrazono)methyl)benzamide